5-(3-cyclopropyl-1-(pyridin-4-yl)propyl)-2-methylpyrrolidine-2-carboxamide C1(CC1)CCC(C1=CC=NC=C1)C1CCC(N1)(C(=O)N)C